ClC1=CC=C(C=C1)NC(=O)C=1C=C(N(C1C)C)C1=C(C(=O)OC)C=C(C(=C1)O)C#N Methyl 2-(4-{[(4-chlorophenyl)amino]carbonyl}-1,5-dimethyl-1H-pyrrol-2-yl)-5-cyano-4-hydroxybenzoate